C(C)SC=1OC2=C(C=C(C=C2C(C1)=O)C(F)(F)F)C(C)NC1=C(C(=O)O)C=CC=C1 2-[1-[2-ethylsulfanyl-4-oxo-6-(trifluoromethyl)chromen-8-yl]ethylamino]benzoic acid